2-(2-(1-(Cyclopropylsulfonyl)-1H-pyrazol-4-yl)pyrimidin-4-yl)-5-(1-(difluoromethyl)-1H-pyrazol-3-yl)-N4-((1s,4s)-4-fluoro-4-methylcyclohexyl)pyridine-2,4-diamine C1(CC1)S(=O)(=O)N1N=CC(=C1)C1=NC=CC(=N1)C1(NC=C(C(=C1)NC1CCC(CC1)(C)F)C1=NN(C=C1)C(F)F)N